BrC=1C(=NN(C1)C)C(=O)N1C[C@H](N(CC1)CC(=O)C1=CC=C(C=C1)F)C 2-[(R)-4-(4-Bromo-1-methyl-1H-pyrazole-3-carbonyl)-2-methyl-piperazin-1-yl]-1-(4-fluoro-phenyl)-ethanone